(1R)-benzoic acid C(C1=CC=CC=C1)(=O)O